(S)-3-((tert-butyldimethylsilyl)oxy)-4,4,4-trifluorobutanoic acid [Si](C)(C)(C(C)(C)C)O[C@@H](CC(=O)O)C(F)(F)F